2-(4-methoxybenzylidene)malononitrile COC1=CC=C(C=C(C#N)C#N)C=C1